1-(4-chlorophenyl)cyclopentane-1-carboxylic acid chloride ClC1=CC=C(C=C1)C1(CCCC1)C(=O)Cl